FC(C(C1COC1)C=1C=CC(=NC1)N1N=CC(=C1)C1=C(C(=NC=C1)N)N)(F)F 4-(1-(5-(2,2,2-trifluoro-1-(oxetan-3-yl)ethyl)pyridin-2-yl)-1H-pyrazol-4-yl)pyridine-2,3-diamine